C1OCC12CN(C2)C2CCC(CC2)NC=2C=1C=C(N(C1C=CC2)CC(F)(F)F)C#CCNC2=C(C=C(C=C2)S(=O)(=O)CC)OC N-((1S,4S)-4-(2-oxa-6-azaspiro[3.3]heptan-6-yl)cyclohexyl)-2-(3-((4-(ethylsulfonyl)-2-methoxyphenyl)amino)prop-1-yn-1-yl)-1-(2,2,2-trifluoroethyl)-1H-indol-4-amine